(E)-3-(4-(methoxymethoxy)phenyl)acrylic acid COCOC1=CC=C(C=C1)/C=C/C(=O)O